C1(=CC=CC=C1)[B-](C1=C(C(=C(C(=C1F)F)F)F)F)(C1=C(C(=C(C(=C1F)F)F)F)F)C1=C(C(=C(C(=C1F)F)F)F)F.C1(=CC=CC=C1)SC1=CC=C(C=C1)[S+](C1=CC=CC=C1)C1=CC=CC=C1 4-(phenylthio)phenyldiphenyl-sulfonium phenyltris(pentafluorophenyl)borate